5,7-dihydroxy-2-(4-hydroxyphenyl)-6,8-bis[3,4,5-trihydroxy-6-(hydroxymethyl)tetrahydro-2H-pyran-2-yl]-4H-chromen-4-one OC1=C2C(C=C(OC2=C(C(=C1C1OC(C(C(C1O)O)O)CO)O)C1OC(C(C(C1O)O)O)CO)C1=CC=C(C=C1)O)=O